4-(4-((6-(1H-indazol-6-yl)-[1,2,4]triazolo[1,5-a]pyrazin-8-yl)amino)-2-methoxyphenyl)thiomorpholine 1,1-dioxide N1N=CC2=CC=C(C=C12)C=1N=C(C=2N(C1)N=CN2)NC2=CC(=C(C=C2)N2CCS(CC2)(=O)=O)OC